N-[(1S,3R)-3-(trifluoromethoxy)cyclopentyl]carbamic acid tert-butyl ester C(C)(C)(C)OC(N[C@@H]1C[C@@H](CC1)OC(F)(F)F)=O